benzyl 7-((2-ethoxy-2-oxoethyl)sulfonyl)-2-(3-(3-ethoxy-3-oxopropyl)phenyl)-2-(hydroxymethyl)-6,6-dimethylheptanoate C(C)OC(CS(=O)(=O)CC(CCCC(C(=O)OCC1=CC=CC=C1)(CO)C1=CC(=CC=C1)CCC(=O)OCC)(C)C)=O